COC(C(=O)OC)C methyl 2-methoxypropionate